(S)-1'-(6-(bicyclo[4.2.0]octa-1(6),2,4-trien-2-ylthio)-1,2,4-triazin-3-yl)-5,7-dihydrospiro[cyclopenta[b]pyridine-6,4'-piperidin]-5-amine C1=2C(=CC=CC2CC1)SC1=CN=C(N=N1)N1CCC2(CC1)[C@@H](C=1C(=NC=CC1)C2)N